(3-cyano-4-methyl-1H-indol-7-yl)-4-(piperazin-1-ylsulfonyl)benzenesulfonamide C(#N)C1=CNC2=C(C=CC(=C12)C)C1=C(C=CC(=C1)S(=O)(=O)N1CCNCC1)S(=O)(=O)N